5-(4-fluorophenyl)-1-isopropyl-6-methyl-4-oxo-1,4-dihydropyridine-3-carboxylic acid FC1=CC=C(C=C1)C=1C(C(=CN(C1C)C(C)C)C(=O)O)=O